2,4-dichloro-5-bromophenol ClC1=C(C=C(C(=C1)Cl)Br)O